1,3-dimethyl-1,3-diazine-2,4,6-trione CN1C(N(C(CC1=O)=O)C)=O